NC1=CC=CC(=N1)S(=O)(=O)NC(=O)C=1C(=NC(=CC1)C=1C(=NC=CC1)OCC(F)(F)F)OC1=C(C=C(C=C1C)C)C N-[(6-Amino-2-pyridyl)sulfonyl]-6-[2-(2,2,2-trifluoroethoxy)-3-pyridyl]-2-(2,4,6-trimethylphenoxy)pyridin-3-carboxamid